N-(4-(2,6-dioxopiperidin-3-yl)pyridin-2-yl)-2-((R)-2-(trifluoromethyl)piperazin-1-yl)acetamide hydrochloride Cl.O=C1NC(CCC1C1=CC(=NC=C1)NC(CN1[C@H](CNCC1)C(F)(F)F)=O)=O